β-vinyl-β-propiolactone C(=C)C1CC(=O)O1